Cl.ClC=1C=C(CCN2C(=NN=C2N)N)C=CC1Cl (3,4-dichloro)phenethyl-4H-1,2,4-triazole-3,5-diamine hydrochloride